1-(3-(4-((5-Chloropyridin-3-yl)amino)quinazolin-6-yl)-3-methylazetidin-1-yl)prop-2-en-1-one ClC=1C=C(C=NC1)NC1=NC=NC2=CC=C(C=C12)C1(CN(C1)C(C=C)=O)C